(S)-1-(4-(4-amino-7-methyl-5-(4-((4-methylpyrimidin-2-yl)oxy)phenyl)-7H-pyrrolo[2,3-d]pyrimidin-6-yl)phenyl)-5-methyl-3-methylene-pyrrolidin-2-one NC=1C2=C(N=CN1)N(C(=C2C2=CC=C(C=C2)OC2=NC=CC(=N2)C)C2=CC=C(C=C2)N2C(C(C[C@@H]2C)=C)=O)C